C12OCCC(NC2C1)([2H])[2H] 2-oxa-6-azabicyclo[5.1.0]octane-5,5-d2